ClC=1C(=CC(=C(C1)NC1=NC=NC2=CC(=C(C=C12)NC1CCN(CC1)C(C=C)=O)OC)F)OC1=NN(C=C1)C=1C=NC(=C(C1)F)C 1-(4-((4-((5-chloro-2-fluoro-4-((1-(5-fluoro-6-methylpyridin-3-yl)-1H-pyrazol-3-yl)oxy)phenyl)amino)-7-methoxyquinazolin-6-yl)amino)piperidin-1-yl)prop-2-en-1-one